2-((2-bromo-[1,1'-biphenyl]-3-yl)methoxy)-4-methoxy-6-(pyridin-3-ylmethoxy)pyrimidine-5-carbaldehyde BrC1=C(C=CC=C1COC1=NC(=C(C(=N1)OC)C=O)OCC=1C=NC=CC1)C1=CC=CC=C1